NC1=CC=NC2=C3C(=C(C=C12)NC(C1=CC(=CC(=C1)C(F)(F)F)F)=O)C(NC3=O)C3=C(C=CC(=C3)F)Cl N-(4-amino-7-(2-chloro-5-fluorophenyl)-9-oxo-8,9-dihydro-7H-pyrrolo[3,4-H]quinolin-6-yl)-3-fluoro-5-(trifluoromethyl)benzamide